FC(CC1=CC=C2C(=NC=NC2=C1)N1CCC2(CCNCC2)CC1)(F)F 9-(7-(2,2,2-trifluoroethyl)quinazolin-4-yl)-3,9-diazaspiro[5.5]undecan